3-(methylamino)-4-oxo-butanoic acid CNC(CC(=O)O)C=O